(1S,3R)-1-(5-bromopyridin-2-yl)-2-(3-((tert-butyldiphenylsilyl)oxy)-2,2-difluoropropyl)-3-methyl-1,2,3,4-tetrahydroisoquinoline-6,7-diol BrC=1C=CC(=NC1)[C@H]1N([C@@H](CC2=CC(=C(C=C12)O)O)C)CC(CO[Si](C1=CC=CC=C1)(C1=CC=CC=C1)C(C)(C)C)(F)F